2-(1-methyl-1H-imidazol-2-yl)-5,6-di(pyridin-4-yl)pyrrolo[2,1-f][1,2,4]triazin-4-ol CN1C(=NC=C1)C1=NN2C(C(=N1)O)=C(C(=C2)C2=CC=NC=C2)C2=CC=NC=C2